2,2':6',2''-terpyridine-6,6''-dicarboxylic acid acetoxymethylester C(C)(=O)OCOC(=O)C1=CC=CC(=N1)C1=NC(=CC=C1)C1=NC(=CC=C1)C(=O)O